(S)-2-amino-3-(4-hydroxyphenyl)-2-methylpropanoic acid N[C@](C(=O)O)(CC1=CC=C(C=C1)O)C